CNC1=CC(=NC=C1C=1SC(=NN1)N1CCN(CC1)C(=O)N1CCNCC1)C1=CC=C2N1N=CC(=C2)C#N 7-(4-(methylamino)-5-(5-(4-(piperazine-1-carbonyl)piperazin-1-yl)-1,3,4-thiadiazol-2-yl)pyridin-2-yl)pyrrolo[1,2-b]pyridazine-3-carbonitrile